N-(2-(3,5-dihydroxyphenyl)-2-hydroxyethyl)-1-(4-hydroxyphenyl)propan-2-aminium OC=1C=C(C=C(C1)O)C(C[NH2+]C(CC1=CC=C(C=C1)O)C)O